(6-amino-2-pyridinyl)-(1-methyl-4-piperidinyl)methanone dihydrate hydrochloride Cl.O.O.NC1=CC=CC(=N1)C(=O)C1CCN(CC1)C